2-[3-(Piperazin-1-yl)oxetane-3-yl]acetonitrile N1(CCNCC1)C1(COC1)CC#N